S1C(=NC2=C1C=CC=C2)NC(=O)C=2C=CC=C1CCN(CC21)C2=CC=C(C(=N2)C(=O)OC(C)(C)C)C2=C(C(=CC=C2)OCCCC=2C=NC(=CC2)CC(=O)OC)C tert-butyl 6-[8-(1,3-benzothiazol-2-ylcarbamoyl)-3,4-dihydro-1H-isoquinolin-2-yl]-3-[3-[3-[6-(2-methoxy-2-oxo-ethyl)-3-pyridyl]propoxy]-2-methyl-phenyl]pyridine-2-carboxylate